C1(CC1)C(=O)NC=1SC2=C(N1)C=CC=C2C=2C=C(C1=C(OC(O1)CO)C2)C2=CC=C(O2)P(O)(O)=O [5-[6-[2-(cyclopropanecarbonylamino)-1,3-benzothiazol-7-yl]-2-(hydroxymethyl)-1,3-benzodioxol-4-yl]-2-furyl]phosphonic acid